4-fluorophenethyl-amine bromide [Br-].FC1=CC=C(CCN)C=C1